CC=1C(=CC=C(C1OC)O)CC=C 6-methyl-eugenol